cis-2-benzyl 1-(tert-butyl) (2S,4S)-4-(2-(tert-butoxy)-2-oxoethyl)-5-oxopyrrolidine-1,2-dicarboxylate C(C)(C)(C)OC(C[C@@H]1C[C@H](N(C1=O)C(=O)OC(C)(C)C)C(=O)OCC1=CC=CC=C1)=O